2-(6,7-dihydro-5H-cyclopenta[b]pyridine-3-carboxamido)-2-methylpropyl 3-fluorobenzoate FC=1C=C(C(=O)OCC(C)(C)NC(=O)C=2C=C3C(=NC2)CCC3)C=CC1